C(#N)C1=CC=C(C=N1)NC1=CC(=C(N=N1)C(=O)NC)NC[C@@H]1CNCCO1 (S)-6-(6-cyanopyridin-3-ylamino)-N-methyl-4-(morpholin-2-ylmethylamino)pyridazine-3-carboxamide